C(=CC1=CC=CC=C1)C=1C(=C(C=CC1)C=C)C=C styrenyl-divinylbenzene